tert-butyl 3-chloro-2-(ethylcarbamoyl)-7,8-dihydro-4H-pyrazolo[1,5-a][1,4]diazepine-5(6H)-carboxylate ClC=1C(=NN2C1CN(CCC2)C(=O)OC(C)(C)C)C(NCC)=O